CC1=[N+](C=CC(=C1)C2=CC(=C(C=C2)S(=O)(=O)[C@@H]3C[C@H](N(C3)C(=O)C4(CC4)C(F)(F)F)C(=O)NC5(CC5)C#N)C(F)(F)F)[O-] (2S,4R)-4-[4-(2-methyl-1-oxy-pyridin-4-yl)-2-trifluoromethyl-benzenesulfonyl]-1-(1-trifluoromethyl-cyclopropanecarbonyl)-pyrrolidine-2-carboxylic acid (1-cyano-cyclopropyl)-amide